N-(5-ethynyl-2-{[4-(4-methylpiperazin-1-yl)phenyl]amino}pyrido[2,3-d]pyrimidin-7-yl)-3-phenylpropanamide C(#C)C1=CC(=NC=2N=C(N=CC21)NC2=CC=C(C=C2)N2CCN(CC2)C)NC(CCC2=CC=CC=C2)=O